FC=1C=C(C=2C(C(CCC2C1C)(C)CO)=O)NC(C)=O N-(3-fluoro-7-(hydroxymethyl)-4,7-dimethyl-8-oxo-5,6,7,8-tetrahydro-naphthalen-1-yl)acetamide